O1CCN(CC1)C(C[C@H](C(=O)N[C@@H](CCCC1=CC=CC=C1)B(O)O)NC(=O)N1CCCC1)=O ((R)-1-((R)-4-morpholino-4-oxo-2-(pyrrolidine-1-carboxamido)butanamido)-4-phenylbutyl)boronic acid